2-isopropoxy-1,1'-biphenyl C(C)(C)OC1=C(C=CC=C1)C1=CC=CC=C1